C(=O)(O)C=1C=C(C=CC1O)N1C(C=CC1=O)=O N-(3-carboxy-4-hydroxyphenyl)maleimide